((S)-2-(2-Chlorophenyl)piperidin-1-yl)-2-fluoro-N-((R,E)-4-(methylsulfonyl)but-3-en-2-yl)benzamide ClC1=C(C=CC=C1)[C@H]1N(CCCC1)C=1C(=C(C(=O)N[C@H](C)\C=C\S(=O)(=O)C)C=CC1)F